N1(N=CC2=CC=CC=C12)C/C=C/C(=O)C1=CC=CC=C1 (E)-4-(1H-indazol-1-yl)-1-phenylbut-2-en-1-one